C(CCC(=O)OCC=1SC=CC1)(=O)OCC=1SC=CC1 bis(thiophen-2-ylmethyl) succinate